C(C(=C)C)(=O)OCC1C2(C(=C(C(C1)(C2(Cl)Cl)Cl)Cl)Cl)Cl 1,4,5,6,7,7-hexachlorobicyclo[2.2.1]-hept-5-en-2-methanol methacrylate